N-(3-(3-oxo-2,3-dihydrospiro[indene-1,4'-piperidin]-6-yl)-1H-pyrrolo[2,3-b]pyridin-5-yl)-2-(piperazin-1-yl)isonicotinamide O=C1CC2(CCNCC2)C2=CC(=CC=C12)C1=CNC2=NC=C(C=C21)NC(C2=CC(=NC=C2)N2CCNCC2)=O